N-[4-fluoro-5-(2-morpholin-4-ylpyrimidin-5-yl)-2-[(3R,4R)-3-methoxy-4-[2-methoxyethyl(methyl)amino]pyrrolidin-1-yl]phenyl]-6-oxo-4-(trifluoromethyl)-1H-pyridine-3-carboxamide FC1=CC(=C(C=C1C=1C=NC(=NC1)N1CCOCC1)NC(=O)C1=CNC(C=C1C(F)(F)F)=O)N1C[C@H]([C@@H](C1)N(C)CCOC)OC